C(CCCCCCCCCCC)OC(C=C)=O laurylacrylate